2-methyl-5-(3-methoxyphenyl)-N-(3-(2-(4-methylpiperazin-1-yl)propyl)-1,2,4-thiadiazol-5-yl)thiophene-3-carboxamide CC=1SC(=CC1C(=O)NC1=NC(=NS1)CC(C)N1CCN(CC1)C)C1=CC(=CC=C1)OC